C(#N)C1=C[C@@]2([C@H](CCC=3C(=NC(=NC23)C2=CC=NC=C2)OS(=O)(=O)C2=CC=C(C=C2)C)[C@H](C1=O)C)C 4-Methylbenzenesulfonic acid (6aR,7R,10aS)-9-cyano-7,10a-dimethyl-8-oxo-2-(pyridin-4-yl)-5,6,6a,7,8,10a-hexahydrobenzo[h]quinazolin-4-yl ester